C(C)(C)(C)OCCNC(=O)C1=C(C=C(CC2=CC(=C(C=3CCOC32)OC)C(=O)N[C@H]3CCOC[C@@H]3O)C=C1)F 1,5-anhydro-3-(((7-(4-((2-tert-butoxyethyl)carbamoyl)-3-fluorobenzyl)-4-methoxy-2,3-dihydro-1-benzofuran-5-yl)carbonyl)amino)-2,3-dideoxy-L-threo-pentitol